F\C(=C/CN1C(C2=CC=CC=C2C1=O)=O)\C(SC1=C(OC=C1)C)(F)F (Z)-2-(3,4,4-trifluoro-4-((2-methylfuran-3-yl)thio)but-2-en-1-yl)isoindoline-1,3-dione